BrC1=C(C=C(C=C1)NCC=1NCCN1)Cl (4-bromo-3-chloro-phenyl)-(4,5-dihydro-1H-imidazol-2-ylmethyl)-amine